4-(9-ethyl-8-(pyridin-4-yl)-2-(3-(tetrahydro-2H-pyran-3-yl)-1H-pyrazol-1-yl)-9H-purin-6-yl)morpholine C(C)N1C2=NC(=NC(=C2N=C1C1=CC=NC=C1)N1CCOCC1)N1N=C(C=C1)C1COCCC1